N-(3-(4-((1R,5S)-3,8-diazabicyclo[3.2.1]octan-3-yl)-6,8-difluoro-2-((tetrahydro-1H-pyrrolizin-7a(5H)-yl)methoxy)quinazolin-7-yl)-4-chlorophenyl)acetamide [C@H]12CN(C[C@H](CC1)N2)C2=NC(=NC1=C(C(=C(C=C21)F)C=2C=C(C=CC2Cl)NC(C)=O)F)OCC21CCCN1CCC2